N-(3-(4-methyl-7-(methylsulfonyl)-3,4-dihydro-2H-pyrido[4,3-b][1,4]oxazin-5-yl)-1H-pyrrolo[2,3-c]pyridin-5-yl)acetamide CN1C2=C(OCC1)C=C(N=C2C2=CNC1=CN=C(C=C12)NC(C)=O)S(=O)(=O)C